(1S,3R)-1-(5-bromopyridin-2-yl)-3-methyl-2-(2,2,2-trifluoroethyl)-1,2,3,4-tetrahydroisoquinoline-6,7-diol BrC=1C=CC(=NC1)[C@H]1N([C@@H](CC2=CC(=C(C=C12)O)O)C)CC(F)(F)F